4-[4-[2-(4-butyl-3,5-difluoro-phenyl)ethynyl]phenyl]-2,6-difluoro-aniline C(CCC)C1=C(C=C(C=C1F)C#CC1=CC=C(C=C1)C1=CC(=C(N)C(=C1)F)F)F